F[C@H]1CN(CC1)CC=CC(=O)N 4-((R)-3-fluoropyrrolidin-1-yl)but-2-enamide